2-(2-ethoxyvinyl)-3,4-dimethoxypyridine C(C)OC=CC1=NC=CC(=C1OC)OC